8-(4-chloro-2-fluorophenyl)-6-(2-(1-cyclopropyl-1H-pyrazol-4-yl)-3-oxabicyclo[4.1.0]hept-6-yl)-2,3-dimethylpyrimido[5,4-d]pyrimidin-4(3H)-one ClC1=CC(=C(C=C1)C1=NC(=NC2=C1N=C(N(C2=O)C)C)C21CCOC(C1C2)C=2C=NN(C2)C2CC2)F